NC1=NC=CC=C1C1=CC=C2C=C(N(C2=C1)CCCCCCC(=O)OC(C)(C)C)C1=NC2=C(N1C)C(=CC(=C2)C(=O)OC)OC Methyl 2-(6-(2-aminopyridin-3-yl)-1-(7-(tert-butoxy)-7-oxoheptyl)-1H-indol-2-yl)-7-methoxy-1-methyl-1H-benzo[d]imidazole-5-carboxylate